3-[2-[4-chloro-6-(morpholin-4-yl)pyridin-2-yl]-2-oxoethyl]-1,3-thiazolidine-2,4-dione ClC1=CC(=NC(=C1)N1CCOCC1)C(CN1C(SCC1=O)=O)=O